FC(S(=O)(=O)OC1=COC2=C1C=C(C=C2Cl)F)(F)F 7-chloro-5-fluoro-1-benzofuran-3-yl trifluoromethanesulfonate